[OH-].[Al+3].P(=O)([O-])([O-])OC1=C(C(=C(C=C1)C(C)(C)C)C(C)(C)C)CC1=C(C=CC(=C1C(C)(C)C)C(C)(C)C)O methylene-bis(di-tert-butylphenol) phosphate aluminum hydroxide